(4R)-4-(2-acetamidoethylamino)-N-(3-bromo-2-chloro-phenyl)-4,5,6,7-tetrahydropyrazolo[1,5-a]pyridine-2-carboxamide C(C)(=O)NCCN[C@H]1C=2N(CCC1)N=C(C2)C(=O)NC2=C(C(=CC=C2)Br)Cl